N-[2-(methylmethoxycarbamoylmethoxy)-4-(2-bromo-3-phenylbenzyloxy)-5-chlorobenzyl]serine CC(OC1=C(CN[C@@H](CO)C(=O)O)C=C(C(=C1)OCC1=C(C(=CC=C1)C1=CC=CC=C1)Br)Cl)C(NOC)=O